N-(3-benzyl-1,2,4-thiadiazol-5-yl)-2,5-difluoro-4-[3-methoxy-5-(trifluoromethyl)phenoxy]benzene-1-sulfonamide C(C1=CC=CC=C1)C1=NSC(=N1)NS(=O)(=O)C1=C(C=C(C(=C1)F)OC1=CC(=CC(=C1)C(F)(F)F)OC)F